DIBENZAZEPINE C1=CC=CC2=C1C1=C(C=CN2)C=CC=C1